ClC=1C(=NC=CC1)N1N=C(C=C1C(=O)O)COC 2-(3-chloro-2-pyridyl)-5-(methoxymethyl)pyrazole-3-carboxylic acid